(R)-8-(1-aminoethyl)-5-fluoro-3,6-dimethyl-2-morpholinoquinazolin-4(3H)-one N[C@H](C)C=1C=C(C(=C2C(N(C(=NC12)N1CCOCC1)C)=O)F)C